2-Ethyl-4-methyl-1,3-thiazole-5-carboxylic acid C(C)C=1SC(=C(N1)C)C(=O)O